7-((5-(4-hydroxy-4-((4-methylpiperazin-1-yl)methyl)piperidin-1-yl)pyridin-2-yl)amino)-4-(1-methyl-1H-pyrrolo[2,3-b]pyridin-4-yl)-2,3-dihydro-1H-pyrrolo[3,4-c]pyridin-1-one OC1(CCN(CC1)C=1C=CC(=NC1)NC=1C2=C(C(=NC1)C1=C3C(=NC=C1)N(C=C3)C)CNC2=O)CN2CCN(CC2)C